OC(=C(C(=O)O)C)C12CC3CC(CC(C1)C3)C2 hydroxyadamantyl-methacrylic acid